4-(6-fluoro-3-methyl-4-oxo-4H-chromen-2-yl)benzonitrile FC=1C=C2C(C(=C(OC2=CC1)C1=CC=C(C#N)C=C1)C)=O